(R)-2-(5-ethynyl-6-fluoro-4-(8-fluoro-2-(4-hydroxy-4-methylpiperidin-1-yl)-4-(methyl(piperidin-2-ylmethyl)amino)pyrido[4,3-d]pyrimidin-7-yl)naphthalen-2-yl)-2-methylpropanenitrile C(#C)C1=C2C(=CC(=CC2=CC=C1F)C(C#N)(C)C)C1=C(C=2N=C(N=C(C2C=N1)N(C[C@@H]1NCCCC1)C)N1CCC(CC1)(C)O)F